N-(3-(3-dihydroxyboryl-4-fluorobenzamido)-2,2-dimethylpropyl)-N-(3-dihydroxyboryl-4-fluorobenzoyl)glycine OB(C=1C=C(C(=O)NCC(CN(CC(=O)O)C(C2=CC(=C(C=C2)F)B(O)O)=O)(C)C)C=CC1F)O